FC1=C(C=C(C=C1)F)C1=CC=C(N=N1)CNC(=O)C=1N=NN(C1)C=1C(=NC(=CC1)C)C N-((6-(2,5-difluorophenyl)pyridazin-3-yl)methyl)-1-(2,6-dimethylpyridin-3-yl)-1H-1,2,3-triazole-4-carboxamide